ClC1=C(CNC(=O)C2(C=3C=CC=NC3C(CC2)=O)O)C=CC=C1C(F)(F)F N-(2-chloro-3-(trifluoromethyl)benzyl)-5-hydroxy-8-oxo-5,6,7,8-tetrahydro-quinoline-5-carboxamide